Ethyl 4-[6-(1-hydroxy-1-methyl-ethyl)-5-[[6-(trifluoromethyl)pyridine-2-carbonyl] amino]indazol-1-yl]cyclohexanecarboxylate OC(C)(C)C1=C(C=C2C=NN(C2=C1)C1CCC(CC1)C(=O)OCC)NC(=O)C1=NC(=CC=C1)C(F)(F)F